C(CCCCCCCCCCCCCCC)(=O)[O-].[Na+].[Na+].COC1=C(C=CC(=C1)OC)NC(CSC1=NC2=CC=CC=C2C(N1CC=1OC=CC1)=O)=O.C(CCCCCCCCCCCCCCC)(=O)[O-] N-(2,4-dimethoxyphenyl)-2-{[3-(2-furylmethyl)-4-oxo-3,4-dihydro-2-quinazolinyl]thio}acetamide disodium palmitat